2-(3'-(7-cyano-5-formylbenzo[d]oxazol-2-yl)-2,2'-dimethyl-[1,1'-biphenyl]-3-yl)-6,7-dihydrothiazolo[5,4-c]pyridine-5(4H)-carboxylic acid tert-butyl ester C(C)(C)(C)OC(=O)N1CC2=C(CC1)N=C(S2)C=2C(=C(C=CC2)C2=C(C(=CC=C2)C=2OC1=C(N2)C=C(C=C1C#N)C=O)C)C